Ethyl 5-[tert-butoxycarbonyl-[(E)-3-(4,4,5,5-tetramethyl-1,3,2-dioxaborolan-2-yl)allyl]amino]pentanoate C(C)(C)(C)OC(=O)N(CCCCC(=O)OCC)C\C=C\B1OC(C(O1)(C)C)(C)C